1-Benzyl-3,3-difluoropiperidin C(C1=CC=CC=C1)N1CC(CCC1)(F)F